(Z)-(4-azido-1-bromobut-2-en-2-yl)cyclohexane ethyl-2,4,6-trichloroquinoline-3-carboxylate C(C)OC(=O)C=1C(=NC2=CC=C(C=C2C1Cl)Cl)Cl.N(=[N+]=[N-])C\C=C(/CBr)\C1CCCCC1